FC1=CC(=CC2=C1N=C(S2)NC(=O)[C@@H]2CN(CCC2)CCN(C)C)F |o1:13| (S)- or (R)-N-(4,6-difluorobenzo[d]thiazol-2-yl)-1-(2-(dimethylamino)ethyl)piperidine-3-carboxamide